9-Methylene-12-azatricyclo[6.3.1.02,7]dodeca-2,4,6-triene hydrochloride Cl.C=C1C2C3=CC=CC=C3C(CC1)N2